N-[4-(naphthalen-1-yl)phenyl]-(1,1'-biphenyl)-4-amine C1(=CC=CC2=CC=CC=C12)C1=CC=C(C=C1)NC1=CC=C(C=C1)C1=CC=CC=C1